(benzo[d]oxazol-2-yl)-2-chloro-4-nitrobenzamide O1C(=NC2=C1C=CC=C2)C=2C(=C(C(=O)N)C=CC2[N+](=O)[O-])Cl